[C].[B].[Si] Silicon Boron Carbon